FC(C)(F)C=1C(=CC(=NC1)NC(=O)C1CC1)NCC1=CC(=C(C=C1)C)C N-(5-(1,1-difluoroethyl)-4-((3,4-dimethylbenzyl)amino)pyridin-2-yl)cyclopropanecarboxamide